ClC1=C(C=CC=C1F)C=1C(N(C(N(C1)CC(=O)N1CCC(CC1)N1C(NC2=C(CC1)C=C(C=C2)OC)=O)=O)CCCS(=O)(=O)C)=O 5-(2-Chloro-3-fluoro-phenyl)-3-(3-methanesulfonyl-propyl)-1-{2-[4-(7-methoxy-2-oxo-1,2,4,5-tetrahydro-benzo[d][1,3]diazepin-3-yl)-piperidin-1-yl]-2-oxo-ethyl}-1H-pyrimidine-2,4-dione